(3R)-7-[5-(1-cyanocyclobutyl)-1,3,4-oxadiazol-2-yl]-4-oxo-3,5-dihydro-2H-1,5-benzothiazepin-3-yl carbamate C(N)(O[C@H]1CSC2=C(NC1=O)C=C(C=C2)C=2OC(=NN2)C2(CCC2)C#N)=O